COCCO[C@H]1C[C@@H](CC1)NC(=O)C1=NC=CC(=N1)C1=CN=CN1C N-((1R,3R)-3-(2-methoxyethoxy)cyclopentyl)-4-(1-methyl-1H-imidazol-5-yl)pyrimidine-2-carboxamide